ClC1=NC=C(C(=C1)NC1CCC(CC1)O)C#CCN1CCOCC1 (1s,4s)-4-((2-Chloro-5-(3-morpholinoprop-1-yn-1-yl)pyridin-4-yl)amino)cyclohexan-1-ol